N,N-di(hexadecyl)methylammonium [tetrakis(pentafluorophenyl)borate] FC1=C(C(=C(C(=C1[B-](C1=C(C(=C(C(=C1F)F)F)F)F)(C1=C(C(=C(C(=C1F)F)F)F)F)C1=C(C(=C(C(=C1F)F)F)F)F)F)F)F)F.C(CCCCCCCCCCCCCCC)[NH+](CCCCCCCCCCCCCCCC)C